4-(n-propyl)-4-azatricyclo[5.2.1.02,6]-8-decen-3-one C(CC)N1C(C2C3C=CC(C2C1)C3)=O